5-(4-methoxyphenyl)-1-((4-methoxyphenyl)sulfonyl)-3-(p-tolyl)-4,5-dihydro-1H-pyrazole COC1=CC=C(C=C1)C1CC(=NN1S(=O)(=O)C1=CC=C(C=C1)OC)C1=CC=C(C=C1)C